(R)-7-((3,5-difluoro-4-(1-(2-fluoroethyl)cyclopropoxy)benzyl)oxy)-3,4,11,11a-tetrahydropyrimido[6',1':2,3]imidazo[5,1-c][1,4]oxazin-9(1H)-one FC=1C=C(COC2=NC(N3C(N4[C@@H](COCC4)C3)=C2)=O)C=C(C1OC1(CC1)CCF)F